(2S,3S,4S,5R,6S)-2-azido-6-methyl-5-((methylsulfonyl)oxy)tetrahydro-2H-pyran-3,4-diyl dibenzoate C(C1=CC=CC=C1)(=O)O[C@@H]1[C@H](O[C@H]([C@H]([C@H]1OC(C1=CC=CC=C1)=O)OS(=O)(=O)C)C)N=[N+]=[N-]